[Bi+3].C(CCCCCCC\C=C/C\C=C/CCCCC)(=O)[O-].C(CCCCCCC\C=C/C\C=C/CCCCC)(=O)[O-].C(CCCCCCC\C=C/C\C=C/CCCCC)(=O)[O-] linoleic acid bismuth salt